2-(4-chloro-2-nitrophenyl)-1H-benzo[d]isoquinoline-1,3(2H)-dione ClC1=CC(=C(C=C1)C1C(C23C(C=NC=C3C=CC=C2)=CC1=O)=O)[N+](=O)[O-]